C(CCCCC)C(C(=O)OCCCCCOC(=O)O[C@H](C(=O)OCCCCCOC(C(CCCCCCCC)CCCCCC)=O)CC(=O)OCCN(C)C)CCCCCCCC 4-(2-(Dimethylamino)ethyl) 1-(5-((2-hexyldecanoyl)oxy)pentyl) (2S)-2-((((5-((2-hexyldecanoyl)oxy)pentyl)oxy)carbonyl)oxy)succinate